C(C)(C)(C)OC(N(CC1=NC=C(C(=C1C)OC)C)C1=CC(=CC(=C1)C#C[Si](C(C)C)(C(C)C)C(C)C)F)=O (3-fluoro-5-((triisopropylsilyl)ethynyl)-phenyl)((4-methoxy-3,5-dimethylpyridin-2-yl)methyl)-carbamic acid tert-butyl ester